FC(C(=O)O)(F)F.N(C(=N)N)C1=CC=C(C(=O)OC2=CC=C(CNS(=O)(=O)N(C(CC(=O)O)C(=O)O)CCOCCOCCOCCN(C(CC(=O)O)C(=O)O)S(NCC3=CC=C(C=C3)OC(C3=CC=C(C=C3)NC(=N)N)=O)(=O)=O)C=C2)C=C1 3,15-bis(N-(4-((4-guanidinobenzoyl)oxy)benzyl)sulfamoyl)-6,9,12-trioxa-3,15-diazaheptadecane-1,2,16,17-tetracarboxylic acid trifluoroacetate